CN(C(=O)N1CCCCC1)C N,N-dimethylpiperidin-1-carboxamid